ClC1=C(C#N)C=CC(=C1)OC1C(C(C1(C)C)N1CC2=NC(=CC=C2C1=O)N1CCC(CC1)C=O)(C)C 2-chloro-4-[3-[2-(4-formyl-1-piperidyl)-5-oxo-7H-pyrrolo[3,4-b]pyridin-6-yl]-2,2,4,4-tetramethyl-cyclobutoxy]benzonitrile